imidazole-1-sulfonic acid [2-fluoro-3-[[7-[(3-fluoro-2-pyridinyl) oxy]-4-methyl-2-oxo-chromen-3-yl] methyl] phenyl] ester FC1=C(C=CC=C1CC=1C(OC2=CC(=CC=C2C1C)OC1=NC=CC=C1F)=O)OS(=O)(=O)N1C=NC=C1